FC(S(=O)(=O)[O-])(F)F.C(CCC)N1C=[N+](C=C1)C 1-Butyl-3-methylimidazolium trifluoromethansulfonate